C(C)(=O)NCC(=O)NC1CCN2C1=C(C=1C=CC(=C(C21)Cl)Cl)C=2C=NN(C2)C2OCCCC2 2-Acetamido-N-(5,6-dichloro-9-(1-(tetrahydro-2H-pyran-2-yl)-1H-pyrazol-4-yl)-2,3-dihydro-1H-pyrrolo[1,2-a]indol-1-yl)acetamide